1-(5-(benzyloxy)-3-bromo-6-(2-cyclopropylethoxy)pyridin-2-yl)-3-methylbutan C(C1=CC=CC=C1)OC=1C=C(C(=NC1OCCC1CC1)CCC(C)C)Br